Cystein Amide N[C@@H](CS)C(=O)N